diethylene glycol monoethyl ether oleate C(CCCCCCC\C=C/CCCCCCCC)(=O)OCCOCCOCC